C(C1=CC=CC=C1)OC(=O)N(CCCNC(=O)C1=C(N=CS1)C1=CC=CC(=N1)N[C@H]1C[C@H](N(C1)C(=O)OC(C)(C)C)C(=O)O)C (2S,4S)-4-[[6-[5-[3-[benzyloxycarbonyl(methyl)amino]propylcarbamoyl]thiazol-4-yl]-2-pyridyl]amino]-1-tert-butoxycarbonyl-pyrrolidine-2-carboxylic acid